FC1(CC(C1)(O)CC(=O)N[C@@H](COC(F)(F)F)C1=CC(=CC=C1)OC(F)F)F (R)-2-(3,3-difluoro-1-hydroxycyclobutyl)-N-(1-(3-(difluoromethoxy)phenyl)-2-(trifluoromethoxy)ethyl)acetamide